C(=C\C1=CC=CC=C1)/C1=NC=CC(=C1)OC (E)-2-styryl-4-methoxypyridine